N-tert-butoxycarbonyl-1,5-diaminopentane C(C)(C)(C)OC(=O)NCCCCCN